COC=1C=C(C=CC1OC)C=1NC2=CC=C(C=C2C1CC(F)(F)F)C1CCN(CC1)C(CC1=CC=C(C=C1)N(C)C)=O 1-(4-(2-(3,4-dimethoxyphenyl)-3-(2,2,2-trifluoroethyl)-1H-indol-5-yl)piperidin-1-yl)-2-(4-(dimethylamino)phenyl)ethan-1-one